FC(C=1C=C(CN2C(C3=C(C=4C=CC=NC4C(N3CCC(C2)C)=O)C2=CC=C(C=C2)C)=O)C=C(C1)C(F)(F)F)(F)F 7-[3,5-bis(trifluoromethyl)benzyl]-8,9,10,11-tetrahydro-9-methyl-5-(4-methylphenyl)-7H-[1,4]diazocino[2,1-g][1,7]naphthyridine-6,13-dione